copper bis(dodecylbenzenesulfonate) C(CCCCCCCCCCC)C1=C(C=CC=C1)S(=O)(=O)[O-].C(CCCCCCCCCCC)C1=C(C=CC=C1)S(=O)(=O)[O-].[Cu+2]